(R)-dihydromaleimide C1=CC(=O)NC1O